1-iodoethane-1,1,2,2,2-d5 IC(C([2H])([2H])[2H])([2H])[2H]